O=S1(CCCC1)=O 1,1-dioxo-1λ6-thiolan